N-(5-(6-(3,5-dimethoxyphenyl)-4,5,6,7-tetrahydro-1H-indazol-3-yl)-1-methyl-1H-pyrazol-4-yl)acrylamide sodium (trihydroxysilyl)propylmethylphosphonate O[Si](O)(O)CCCOP([O-])(=O)C.[Na+].COC=1C=C(C=C(C1)OC)C1CCC=2C(=NNC2C1)C1=C(C=NN1C)NC(C=C)=O